C1(=CC=CC=2OC3=C(C21)C=CC=C3)C3=C(C=CC=C3)NC3=C(C(=CC=C3)C3=CC=CC=C3)C3=CC=CC=2C1=CC=CC=C1NC32 (dibenzofuranylphenyl)(phenylcarbazolylphenyl)Amine